C(C)(C)(C)C1CCN(CC1)CC1=CC(=C(CNC2=C3C(N(C(C3=CC=C2)=O)C2C(NC(CC2)=O)=O)=O)C=C1)F 4-(4-((4-tert-butylpiperidin-1-yl)methyl)-2-fluorobenzylamino)-2-(2,6-dioxopiperidin-3-yl)isoindoline-1,3-dione